tert-butyl 2-((1,3-dimethylureido)methyl)-7,8-dihydro-4H-pyrazolo[1,5-a][1,4]diazepine-5(6H)-carboxylate CN(C(=O)NC)CC1=NN2C(CN(CCC2)C(=O)OC(C)(C)C)=C1